4-(7-((1H-imidazol-1-yl)methyl)-5-(1-methyl-3-(trifluoromethyl)-1H-pyrazol-4-yl)-1-oxo-3,4-dihydroisoquinolin-2(1H)-yl)-6-ethyl-N-(2-(isonicotinamido)ethyl)quinoline-8-carboxamide N1(C=NC=C1)CC1=CC(=C2CCN(C(C2=C1)=O)C1=CC=NC2=C(C=C(C=C12)CC)C(=O)NCCNC(C1=CC=NC=C1)=O)C=1C(=NN(C1)C)C(F)(F)F